5-(2-ethoxy-4-(pyrimidin-2-yl)phenyl)-3,6-dihydro-7H-[1,2,3]triazolo[4,5-d]pyrimidin-7-one C(C)OC1=C(C=CC(=C1)C1=NC=CC=N1)C=1NC(C2=C(N1)NN=N2)=O